[3-(3-{1-[(3,3-difluorocyclobutyl)methyl]-1H-pyrazol-4-yl}-6-[(2-methyl-1H-1,3-benzodiazol-6-yl)oxy]quinoxalin-5-yl)-2,5-dihydro-1H-pyrrol-1-yl]ethan-1-one FC1(CC(C1)CN1N=CC(=C1)C=1C=NC2=CC=C(C(=C2N1)C=1CN(CC1)C(C)=O)OC=1C=CC2=C(NC(=N2)C)C1)F